2-(2,6-dioxopiperidin-3-yl)-4-fluoro-6-((4-(2-fluoro-5-((4-oxo-3,4-dihydrophthalazin-1-yl)methyl)benzoyl)piperazin-1-yl)methyl)isoindoline-1,3-dione O=C1NC(CCC1N1C(C2=CC(=CC(=C2C1=O)F)CN1CCN(CC1)C(C1=C(C=CC(=C1)CC1=NNC(C2=CC=CC=C12)=O)F)=O)=O)=O